OC[C@@H](C)NC(CN(C)C=1C2=C(N=C(N1)C1=NC=CC(=C1)OC)CCC2)=O N-[(2R)-1-hydroxypropan-2-yl]-2-{[2-(4-methoxypyridin-2-yl)-5H,6H,7H-cyclopenta[d]pyrimidin-4-yl](methyl)amino}acetamide